ClC1=NC=C(C(=C1)C1=C(C=NC(=C1)C)C(=O)NC=1SC2=C(N1)CN(C2)C(C2=NC(=CC(=C2)Cl)C)=O)OC 2'-Chloro-N-(5-(4-chloro-6-methyl-picolinoyl)-5,6-dihydro-4H-pyrrolo[3,4-d]thiazol-2-yl)-5'-methoxy-6-methyl-[4,4'-bipyridine]-3-carboxamide